2-(6-amino-1-(4-nitrobenzyl)-1H-pyrazolo[3,4-d]pyrimidin-4-yl)isonicotinonitrile NC1=NC(=C2C(=N1)N(N=C2)CC2=CC=C(C=C2)[N+](=O)[O-])C=2C=C(C#N)C=CN2